4-(((R)-1-(3-Amino-5-(trifluoromethyl)phenyl)ethyl)amino)-2-methyl-6-(((S)-tetrahydrofuran-3-yl)oxy)pyrido[2,3-d]pyrimidine NC=1C=C(C=C(C1)C(F)(F)F)[C@@H](C)NC=1C2=C(N=C(N1)C)N=CC(=C2)O[C@@H]2COCC2